N-[4-[5-[2-[[(3S)-5,5-Difluoro-3-piperidyl]amino]pyrimidin-4-yl]-2-methyl-thiazol-4-yl]oxy-1-naphthyl]-2,2,2-trifluoro-ethanesulfonamide FC1(C[C@@H](CNC1)NC1=NC=CC(=N1)C1=C(N=C(S1)C)OC1=CC=C(C2=CC=CC=C12)NS(=O)(=O)CC(F)(F)F)F